CC1=CC=C(C2=C1C=C(O2)C(=O)NN)C 4,7-dimethyl-benzofuran-2-carbohydrazide